C(C=C)(=O)OCCCCCCO 1,6-hexanediol monoacrylate